methyl 4-((3,4-dichlorobenzyl)thio)benzoate ClC=1C=C(CSC2=CC=C(C(=O)OC)C=C2)C=CC1Cl